FC1=C(CN2C(N(CC3=CC=C(C=C23)C(=O)NCC2=C(C=C(C=C2F)F)F)C)=O)C=CC=C1 1-(2-fluorobenzyl)-3-methyl-2-oxo-N-(2,4,6-trifluorobenzyl)-1,2,3,4-tetrahydroquinazoline-7-carboxamide